Benzoic acid hydrochloride Cl.C(C1=CC=CC=C1)(=O)O